C1(\C=C/CCCCCCCCC)C(=O)OC1=O cis-2-dodecene-1,1-dicarboxylic anhydride